N-(4-amino-1,3-dihydrofuro[3,4-c]pyridin-7-yl)-2-(5-methyl-2-(2-methyl-1,2,3,4-tetrahydropyrazino[1,2-b]indazol-8-yl)piperidin-1-yl)-2-oxoacetamide NC1=NC=C(C2=C1COC2)NC(C(=O)N2C(CCC(C2)C)C=2C=CC1=C3N(N=C1C2)CCN(C3)C)=O